diglyceryl monomyristate CCCCCCCCCCCCCC(=O)OCC(COCC(CO)O)O